(S)-methyl 4-(2-chloro-4-fluorophenyl)-6-(((1-(2-(2-(2-hydroxyethoxy)ethoxy)ethyl)-1H-1,2,3-triazol-4-yl)methoxy)methyl)-2-(pyridin-4-yl)-1,4-dihydropyrimidine-5-carboxylate ClC1=C(C=CC(=C1)F)[C@H]1N=C(NC(=C1C(=O)OC)COCC=1N=NN(C1)CCOCCOCCO)C1=CC=NC=C1